(1S,3R)-1-(4-bromo-2,6-difluorophenyl)-5-fluoro-2-(2-fluoro-2-methylpropyl)-3-methyl-1,2,3,4-Tetrahydroisoquinolin-6-amine BrC1=CC(=C(C(=C1)F)[C@H]1N([C@@H](CC2=C(C(=CC=C12)N)F)C)CC(C)(C)F)F